O1C(CCC1)COC1=C(C=CC=C1)B(O)O [2-(OXOLAN-2-YLMETHOXY)PHENYL]BORANEDIOL